OC1=C(C=CC2=CC=CC=C12)OCCO 1-hydroxy-2-(2-hydroxyethoxy)naphthalene